6-chloro-5-(2-methoxyphenoxy)-2-(3-methoxyphenyl)pyrimidin-4-amine ClC1=C(C(=NC(=N1)C1=CC(=CC=C1)OC)N)OC1=C(C=CC=C1)OC